C(C)(C)(C)OC(=O)N1C(CCC1)CCOS(=O)(=O)C1=CC=C(C)C=C1 2-[2-(p-toluenesulfonyloxy)ethyl]pyrrolidine-1-carboxylic acid tert-butyl ester